FC(OC=1C(=NC=C(C1)C(F)(F)F)N[C@]1(CCOC2=CC(=CC=C12)C(F)(F)F)CO)F (S)-(4-((3-(difluoromethoxy)-5-(trifluoromethyl)pyridin-2-yl)amino)-7-(trifluoromethyl)chroman-4-yl)methanol